4-(9-methyl-8-((4-(methylsulfonyl)piperazin-1-yl)methyl)-2-(3-(m-tolyl)-1H-pyrazol-1-yl)-9H-purin-6-yl)morpholine CN1C2=NC(=NC(=C2N=C1CN1CCN(CC1)S(=O)(=O)C)N1CCOCC1)N1N=C(C=C1)C=1C=C(C=CC1)C